FC=1C=CC(=C2CCC(CC12)C(=O)O)OC 8-fluoro-5-methoxy-1,2,3,4-tetrahydronaphthalene-2-carboxylic acid